1-(3-Methyl-2-nitrophenyl)-2-oxabicyclo[2.1.1]hexane CC=1C(=C(C=CC1)C12OCC(C1)C2)[N+](=O)[O-]